C(C)(=O)C1=NN(C2=CC=C(C=C12)C=1C=NC(=NC1)C)CC(=O)N1[C@@H]([C@H]([C@@H](C1)N=[N+]=[N-])F)C(=O)NC1=NC(=CC=C1)Br (2R,3R,4R)-1-(2-(3-acetyl-5-(2-methylpyrimidin-5-yl)-1H-indazol-1-yl)acetyl)-4-azido-N-(6-bromopyridin-2-yl)-3-fluoropyrrolidine-2-carboxamide